C(C)N(CCCCCCCC(=O)NC1=CC=C(C=C1)C1C(NC(CC1)=O)=O)CC 8-(Diethylamino)-N-(4-(2,6-dioxopiperidin-3-yl)phenyl)octanamide